methoxymethoxylnaphthalene COCOC1=CC=CC2=CC=CC=C12